(2S,4R)-9-(1-{[5-(aminomethyl)morpholin-2-yl]acetyl}azetidin-3-yl)oxy-5,5-dihydroxy-6-oxa-5-boranuidatricyclo[5.4.0.02,4]undeca-1(7),8,10-triene-8-carboxylic acid disodium salt [Na+].[Na+].NCC1COC(CN1)CC(=O)N1CC(C1)OC1=C(C=2O[B-]([C@@H]3C[C@@H]3C2C=C1)(O)O)C(=O)O.NCC1COC(CN1)CC(=O)N1CC(C1)OC1=C(C=2O[B-]([C@@H]3C[C@@H]3C2C=C1)(O)O)C(=O)O